ClC1=CC=C(C=C1)S(=O)(=O)\N=C(/NC1CC(C1)NS(N)(=O)=O)\N1N=C([C@H](C1)C1=CC=CC=C1)C1=CC=C(C=C1)F (S,E)-N'-((4-chlorophenyl)sulfonyl)-3-(4-fluorophenyl)-4-phenyl-N-((1s,3R)-3-(sulfamoylamino)cyclobutyl)-4,5-dihydro-1H-pyrazole-1-carboximidamide